FC1([C@@H]([C@H](CCC1)N1CCC(CC1)N(CC(C)C)C)NC(=O)N1CCC(CC1)(C)C1=NOC(=N1)[C@H]1[C@H](C1)F)F N-[(1R,6S)-2,2-difluoro-6-{4-[methyl-(2-methylpropyl)amino]piperidin-1-yl}cyclohexyl]-4-{5-[(1S,2S)-2-fluorocyclopropyl]-1,2,4-oxadiazol-3-yl}-4-methylpiperidine-1-carboxamide